tert-butyl (2-oxo-2-((2,2,2-trifluoroethyl)amino)ethyl)carbamate O=C(CNC(OC(C)(C)C)=O)NCC(F)(F)F